CC1=C(OC2=C1C=CC=C2)C2=CC=C(C=C2)C 3-Methyl-2-(p-tolyl)benzofuran